C1=CC(=CC=C1C(=O)C2=CC=C(C=C2)F)F 4,4'-Difluorodiphenylmethanone